NC1=C(N=C(C(=N1)N1CCC2(CC1)[C@@H](C1=CC=CC=C1C2)N)C)SC2=C(C(=NC=C2)N2CCCC2)Cl (S)-1'-(6-amino-5-((3-chloro-2-(pyrrolidin-1-yl)pyridin-4-yl)thio)-3-methylpyrazin-2-yl)-1,3-dihydrospiro[indene-2,4'-piperidine]-1-amine